[Cl-].[Cl-].[Zr+2].C1(C=CC=C1)C1=C(C(=N[Si](C)(C)C)N[Si](C)(C)C)C=CC=C1 cyclopentadienyl-[N,N'-bis(trimethylsilyl)benzamidine] zirconium dichloride